tris(2,2'-biphenol) bisphosphite P(O)(O)O.P(O)(O)O.C=1(C(=CC=CC1)C=1C(=CC=CC1)O)O.C=1(C(=CC=CC1)C=1C(=CC=CC1)O)O.C=1(C(=CC=CC1)C=1C(=CC=CC1)O)O